N1(CCCC1)C1(C(=O)O)CC=CC=C1 1-Pyrrolidinylbenzoic acid